C1(CC1)NC1=NC=CC2=CC=CC=C12 1-(cyclopropylamino)isoquinolin